tert-butyl ((1S,2S)-2-((tert-butyldimethylsilyl)oxy)-4,4-dimethylcyclopentyl)carbamate [Si](C)(C)(C(C)(C)C)O[C@@H]1[C@H](CC(C1)(C)C)NC(OC(C)(C)C)=O